C(C)(C)C=1C=C(C=CC1)C1CC2(C1)CN(CC2)C(=O)C2CC1(C2)NC(OC1)=O (2s,4s)-2-(2-(3-isopropylphenyl)-6-azaspiro[3.4]octane-6-carbonyl)-7-oxa-5-azaspiro[3.4]octane-6-one